N-benzyl-2-(5-(4-((1-morpholinopropan-2-yl)oxy)phenyl)pyridin-2-yl)acetamide C(C1=CC=CC=C1)NC(CC1=NC=C(C=C1)C1=CC=C(C=C1)OC(CN1CCOCC1)C)=O